CN(S(=O)(=O)C=C)C N,N-dimethylvinyl-sulfonamide